2-(2-amino-6-((4-fluorophenyl)amino)-9H-purin-9-yl)-N-(1-methyl-5-propyl-1H-pyrazol-3-yl)acetamide NC1=NC(=C2N=CN(C2=N1)CC(=O)NC1=NN(C(=C1)CCC)C)NC1=CC=C(C=C1)F